BrC1=C(OC2=C3C(=CCC2=C1)C=CC=C3C)F 3-bromo-2-fluoro-10-methyl-5H-benzo[3,4]chromene